C(C)(=O)N1CCC(CC1)C=1C(=NC2=CC(=CC(=C2N1)[C@@H](C)NC=1C(=NC(=CC1)Cl)C(=O)O)C)C#N (R)-3-((1-(3-(1-acetylpiperidin-4-yl)-2-cyano-7-methylquinoxalin-5-yl)ethyl)amino)-6-chloropicolinic acid